BrCC1=C(C=NN1C1=CC(=NC=C1)CC1=CC(=CC(=C1)C(F)(F)F)F)C(=O)OCC ethyl 5-(bromomethyl)-1-(2-(3-fluoro-5-(trifluoromethyl) benzyl) pyridin-4-yl)-1H-pyrazole-4-carboxylate